ClC1=CC=C(CC2(NC3=CC=C(C=C3N=C2NC2=CC(=C(C=C2)Cl)Cl)C)N)C=C1 2-(4-chlorobenzyl)-6-methyl-N3-(3,4-dichlorophenyl)quinoxaline-2,3-diamine